NC1=CC=C(C=C1)C1=CN(C=2N=CN=C(C21)N)C2COC2 5-(4-aminophenyl)-7-(oxetan-3-yl)-7H-pyrrolo[2,3-d]pyrimidin-4-amine